(S)-N-((S)-3-oxo-1-((S)-2-oxopyrrolidin-3-yl)-4-(trifluoromethoxy)butan-2-yl)-5-(4-(trifluoromethyl)-2-oxabicyclo[2.1.1]hexane-1-carbonyl)-5-azaspiro[2.4]heptane-6-carboxamide O=C([C@H](C[C@H]1C(NCC1)=O)NC(=O)[C@H]1N(CC2(CC2)C1)C(=O)C12OCC(C1)(C2)C(F)(F)F)COC(F)(F)F